C(=O)(C(=C)C)OC(=O)C(=C)C methacryloxide